6-(3,5-dihydroxyfurfurylamino)-9-β-D-arabinofuranosylpurine OC1=C(CNC2=C3N=CN(C3=NC=N2)[C@H]2[C@@H](O)[C@H](O)[C@H](O2)CO)OC(=C1)O